C(C)(C)(C)OC(=O)N1CCN(C2=CC=CC=C12)CC1=C(C=CC=C1)Cl Tert-butyl-4-(2-chlorobenzyl)-3,4-dihydroquinoxalin-1(2H)-carboxylate